bis[3,5-bis(3-(pyridyl)propoxy)phenyl]naphthoporphin tetrabromide [Br-].[Br-].[Br-].[Br-].N1=C(C=CC=C1)CCCOC=1C=C(C=C(C1)OCCCC1=NC=CC=C1)N1C=2C=CC1=CC=1C=CC(=CC3=CC=C(N3C3=CC(=CC(=C3)OCCCC3=NC=CC=C3)OCCCC3=NC=CC=C3)C=C3C4=C(C(C2)=N3)C3=CC=CC=C3C=C4)N1